C(C1=CC=CC=C1)OCC1CCN(CC1)C=1C(=C(NC)C(=CC1)[N+](=O)[O-])F 3-(4-((benzyloxy)methyl)piperidin-1-yl)-2-fluoro-N-methyl-6-nitroaniline